CSC1=CC=C(C=C1)[C@@H](C)NC(=O)[C@H]1CN(CCC1)C=1C=2C(N=CN1)=NN(C2)C2=CC=C(C=C2)C (R)-N-((R)-1-(4-(methylthio)phenyl)ethyl)-1-(2-(p-tolyl)-2H-pyrazolo[3,4-d]pyrimidin-4-yl)piperidine-3-carboxamide